2,4-dihydroxyl-6-amyl-benzoic acid methyl ester COC(C1=C(C=C(C=C1CCCCC)O)O)=O